dimethyl-diaminodicyclohexylmethane CC1(CCC(CC1)C(C1CCCCC1)(N)N)C